ClC=1C(=NC(=NC1)NC=1C=NN(C1)C)N1C[C@@H]2CNC[C@@]2(C1)C 5-chloro-N-(1-methyl-1H-pyrazol-4-yl)-4-((3aR,6aS)-3a-methyl-hexahydropyrrolo[3,4-c]pyrrol-2(1H)-yl)pyrimidin-2-amine